ClC=1C=C2C(=CC(OC2=CC1)=O)C1=CC=CC=C1 6-chloro-2-oxo-4-phenyl-chromen